S(=O)(=O)(O)O.N Ammonia sulfat